2-{3,4,8,9-tetra(mercaptomethylthio)-11-mercapto-2,5,7,10-tetrathiaundecylthio}mercaptomethylthiomethyl-1,3-dithietane SCSC(SCSSCSCC1SCS1)C(SCSC(C(SCS)SCS)SCS)SCS